C(C)O[SiH2]CCCN(CCC[SiH2]OCC)CCC[SiH2]OCC tris(3-ethoxysilylpropyl)amine